NC1=NC(=C(C(=C1C#N)C1=CC=C(C=C1)Br)C#N)OC 2-amino-4-(4-bromophenyl)-6-methoxypyridine-3,5-dicarbonitrile